FC(C1=CC=CC(=N1)OCC1[C@H]2CN(C[C@@H]12)C(=O)C=1N=CC(=NC1)C(=O)NN)(F)F 5-[(1R,5S,6S)-6-({[6-(trifluoromethyl)pyridin-2-yl]oxy}methyl)-3-azabicyclo[3.1.0]hexane-3-carbonyl]pyrazine-2-carbohydrazide